1-(5-cyano-4-ethoxy-2-methyl-phenyl)-6-cyclopropyl-N-[4-[(6,7-dimethoxy-4-quinolyl)oxy]-3-fluoro-phenyl]-2-oxo-pyridine-3-carboxamide C(#N)C=1C(=CC(=C(C1)N1C(C(=CC=C1C1CC1)C(=O)NC1=CC(=C(C=C1)OC1=CC=NC2=CC(=C(C=C12)OC)OC)F)=O)C)OCC